CC1CNC(C=2N1C=1C(=CC=CC1C2)C=2C(=NN(C2C)C)C)=O 4-methyl-6-(1,3,5-trimethyl-1H-pyrazol-4-yl)-3,4-dihydropyrazino[1,2-a]indol-1(2H)-one